N-(5-(4-(4-(bis(4-methoxybenzyl)amino)imidazo[2,1-f][1,2,4]triazin-7-yl)-1H-pyrazol-1-yl)-6-methylpyridin-3-yl)-4-((4-methylpiperazin-1-yl)methyl)-3-(trifluoromethyl)benzamide COC1=CC=C(CN(C2=NC=NN3C2=NC=C3C=3C=NN(C3)C=3C=C(C=NC3C)NC(C3=CC(=C(C=C3)CN3CCN(CC3)C)C(F)(F)F)=O)CC3=CC=C(C=C3)OC)C=C1